Benzyl (6-(bis(2-(((2S,3S,4S,5S,6R)-3,4,5-trihydroxy-6-(hydroxymethyl)tetrahydro-2H-pyran-2-yl)oxy)ethyl)amino)hexyl)carbamate O[C@@H]1[C@H](O[C@@H]([C@H]([C@@H]1O)O)CO)OCCN(CCCCCCNC(OCC1=CC=CC=C1)=O)CCO[C@H]1O[C@@H]([C@H]([C@@H]([C@@H]1O)O)O)CO